C(#N)[C@H](C[C@H]1C(NC(C1)(C)C)=O)NC(=O)[C@@H]1[C@H]2C([C@H]2CN1C([C@H](C(C)(C)C)NC(C(F)(F)F)=O)=O)(C)C (1R,2S,5S)-N-((S)-1-cyano-2-((R)-5,5-dimethyl-2-oxopyrrolidin-3-yl)ethyl)-3-((S)-3,3-dimethyl-2-(2,2,2-trifluoroacetamido)butanoyl)-6,6-dimethyl-3-azabicyclo[3.1.0]hexane-2-carboxamide